(1S,3S,5R)-2-(2-(3-acetyl-5-(2-methylpyrimidin-5-yl)-1H-pyrazolo[3,4-c]pyridin-1-yl)acetyl)-N-(6-bromo-3-methylpyridin-2-yl)-5-(fluoromethyl)-2-azabicyclo[3.1.0]hexane-3-carboxamide C(C)(=O)C1=NN(C2=CN=C(C=C21)C=2C=NC(=NC2)C)CC(=O)N2[C@H]1C[C@]1(C[C@H]2C(=O)NC2=NC(=CC=C2C)Br)CF